dithiophene silicon [Si].S1C=CC=C1.S1C=CC=C1